6-(3-hydroxycyclohexyl)-3-(2-methylhept-2-yl)phenolate OC1CC(CCC1)C1=CC=C(C=C1[O-])C(C)(CCCCC)C